2-[({2-[3-(2,3-Dihydro-1,4-benzodioxin-6-yl)-2-methylphenyl]-7-methyl-1,3-benzoxazol-5-yl}methyl)-amino]ethanol O1CCOC2=C1C=CC(=C2)C=2C(=C(C=CC2)C=2OC1=C(N2)C=C(C=C1C)CNCCO)C